2-ethylhexyl-6-formyldithienopyrrole C(C)C(CC1=CC2=C(C3=C(N2)SC(=C3)C=O)S1)CCCC